N-[1-(ethoxymethyl)cyclopropyl]-5-(1H-indole-2-carbonyl)-N-methyl-4H,5H,6H,7H-pyrazolo[1,5-a]pyrazine-3-carboxamide C(C)OCC1(CC1)N(C(=O)C=1C=NN2C1CN(CC2)C(=O)C=2NC1=CC=CC=C1C2)C